1-(3-acetylphenyl)-3-(3-(2-methoxyethyl)-4-oxo-3,4-dihydroquinazolin-6-yl)-1-methylurea C(C)(=O)C=1C=C(C=CC1)N(C(=O)NC=1C=C2C(N(C=NC2=CC1)CCOC)=O)C